COC(C1=CC(=CC(=C1)O[C@H]1COCC1)C=1SC(=CN1)CC)=O 3-(5-Ethyl-1,3-thiazol-2-yl)-5-[(3R)-tetrahydro-furan-3-yloxy]benzoic acid methyl ester